6-{[1,2,4]triazolo[1,5-a]pyridin-5-yl}pyridine-3-carbonitrile N=1C=NN2C1C=CC=C2C2=CC=C(C=N2)C#N